P(=O)(O)(O)O[C@H]1[C@H]([C@@](O[C@@H]1CO)(N1C=NC=2C(=O)NC(N)=NC12)OC)O methoxy guanosine-3'-phosphate